BrC1=CC=C(N=N1)[C@H](C)N[S@](=O)C(C)(C)C (R)-N-((S)-1-(6-bromopyridazin-3-yl)ethyl)-2-methylpropane-2-sulfinamide